[4-(aminomethyl)-benzyl]guanine NCC1=CC=C(CNC=2NC(C=3NC=NC3N2)=O)C=C1